CS(=O)(=O)C=1C=NN(C1)C=1C=NN2C1N=CC=C2 3-(4-(methylsulfonyl)-1H-pyrazol-1-yl)pyrazolo[1,5-a]pyrimidine